tert-Butyl 4-((2S,5R)-6-((((1-(ethoxycarbonyl)cyclohexyl)methoxy)sulfonyl)oxy)-7-oxo-1,6-diazabicyclo[3.2.1]octane-2-carboxamido)piperidine-1-carboxylate C(C)OC(=O)C1(CCCCC1)COS(=O)(=O)ON1[C@@H]2CC[C@H](N(C1=O)C2)C(=O)NC2CCN(CC2)C(=O)OC(C)(C)C